2-[4-[(2-hydroxy-3-dodecyloxypropyl)oxy]-2-hydroxy-phenyl]-4,6-bis(2,4-dimethylphenyl)-1,3,5-triazine OC(COC1=CC(=C(C=C1)C1=NC(=NC(=N1)C1=C(C=C(C=C1)C)C)C1=C(C=C(C=C1)C)C)O)COCCCCCCCCCCCC